C(C1=CC=CC=C1)OC1=CC(=NC(=C1)C)C=1C(=NC(=CC1)C(F)(F)F)C1=CCC(CC1)C(F)(F)F 3-(4-Benzyloxy-6-methyl-2-pyridinyl)-6-(trifluoromethyl)-2-[4-(trifluoromethyl)cyclohexen-1-yl]pyridine